CC1CC=CC=C1 6-methylcyclohexa-1,3-diene